4,6-Diethyl-2,5-dimethylphenol C(C)C1=CC(=C(C(=C1C)CC)O)C